ClC=1C(=NC=C(C1)C(F)(F)F)SC=1C=CC(=C(C1)C=1C(N(N=C(C1O)C)C)=O)C 4-(5-((3-chloro-5-(trifluoromethyl)pyridin-2-yl)thio)-2-methylphenyl)-5-hydroxy-2,6-dimethylpyridazin-3(2H)-one